N-[(1S)-5-[2-(2-aminopyridin-3-yl)-5-(3-ethynylpyrazol-1-yl)imidazo[4,5-b]pyridin-3-yl]-2,3-dihydro-1H-inden-1-yl]-3-formyl-4-hydroxybenzamide NC1=NC=CC=C1C1=NC=2C(=NC(=CC2)N2N=C(C=C2)C#C)N1C=1C=C2CC[C@@H](C2=CC1)NC(C1=CC(=C(C=C1)O)C=O)=O